2-amino-N-(5-cyanopyridin-2-yl)benzamide NC1=C(C(=O)NC2=NC=C(C=C2)C#N)C=CC=C1